FC=1C(=C(C=CC1F)[C@@H]1[C@@H](O[C@]([C@H]1C)(C(F)(F)F)C)C(=O)NC1=NC=CC(=C1)C(=O)N)OC 2-[[(2R,3R,4S,5R)-3-(3,4-Difluoro-2-methoxy-phenyl)-4,5-dimethyl-5-(trifluoromethyl)tetrahydrofuran-2-carbonyl]amino]pyridin-4-carboxamid